NC1=C(N=CC(=N1)N1CCC2(CC1)C(C=1C(=NC=CC1)C2)N)SC2=C(C(=CC=C2)N)Cl 1'-(6-amino-5-((3-amino-2-chlorophenyl)thio)pyrazin-2-yl)-5,7-dihydrospiro[cyclopenta[b]pyridine-6,4'-piperidin]-5-amine